C(C=C)(=O)N1CC2(CC2)CC(C1)N1N=NC(=C1)C=1C=CC(=NC1)NC(C1=NC(=CC=C1)C1=CC=NN1)=O N-(5-(1-(5-acryloyl-5-azaspiro[2.5]octan-7-yl)-1H-1,2,3-triazol-4-yl)pyridin-2-yl)-6-(1H-pyrazol-5-yl)picolinamide